COC1=C(C=CC=C1)C=1N(C(=C(N1)C1=CC=CC=C1)C1=CC=CC=C1)C1(N=C(C(=N1)C1=CC=CC=C1)C1=CC=CC=C1)C1=C(C=CC=C1)OC 2,2'-bis(2-methoxyphenyl)-4,4',5,5'-tetraphenyl-1,2'-biimidazol